trisilyl-ammonia [SiH3]N([SiH3])[SiH3]